CN(NC)CC=1N(C2=CC=CC=C2C1)CCC(=O)N[C@H](C(=O)NCCCCCC(=O)N(C)C(C(=O)O)C)CO 2-(6-((S)-2-(3-(2-((1,2-dimethylhydrazino)methyl)-1H-indol-1-yl)propionamido)-3-hydroxypropionamido)-N-methylhexanamido)propanoic acid